((4-(trifluoromethyl)benzoyl)oxy)cyclobutane-1-carboxylic acid benzyl ester C(C1=CC=CC=C1)OC(=O)C1(CCC1)OC(C1=CC=C(C=C1)C(F)(F)F)=O